NC=1N=C(SC1C(C1=CC=C(C=C1)OC(F)F)=O)N(C1=CC=C(C=C1)F)C(C(=O)N)C (N-[4-Amino-5-[4-(difluoromethoxy)benzoyl]thiazol-2-yl]-4-fluoroanilino)propanamid